(S)-methyl 2-((1R,2S,5S)-6,6-dimethyl-3-(7-(trifluoromethyl)-1H-indole-2-carbonyl)-3-azabicyclo[3.1.0]hexane-2-carboxamido)-3-((S)-2-oxopyrrolidin-3-yl)propanoate CC1([C@H]2CN([C@@H]([C@@H]12)C(=O)N[C@H](C(=O)OC)C[C@H]1C(NCC1)=O)C(=O)C=1NC2=C(C=CC=C2C1)C(F)(F)F)C